S(SC=1C(=C(C(=O)OCC)C=C(C1)C)N)C=1C(=C(C(=O)OCC)C=C(C1)C)N diethyl 3,3'-disulfanediylbis(2-amino-5-methylbenzoate)